3,6-dimethyl-2-methoxyterephthalaldehyde CC=1C(=C(C=O)C(=CC1C=O)C)OC